5-fluoro-4-(3-oxo-5,6-dihydro-3H-[1,2,4]triazolo[3,4-c][1,4]oxazin-2(8H)-yl)benzoic acid FC=1C(=CC=C(C(=O)O)C1)N1N=C2COCCN2C1=O